(2s,3s,4r,5r)-3,4-dihydroxy-5-(2-(5-methoxypyridin-3-yl)-6-(((6-methylpyridin-2-yl)methyl)amino)-9H-purin-9-yl)-N-methyltetrahydrofuran-2-carboxamide O[C@@H]1[C@H](O[C@H]([C@@H]1O)N1C2=NC(=NC(=C2N=C1)NCC1=NC(=CC=C1)C)C=1C=NC=C(C1)OC)C(=O)NC